5-(1,1'-dimethyl-1H,1'H-[3,4'-bipyrazol]-4-yl)-3-methylenedihydrofuran-2(3H)-one CN1N=C(C(=C1)C1CC(C(O1)=O)=C)C=1C=NN(C1)C